(((3R,3aR,6R,6aR)-6-methoxyhexahydrofuro[3,2-b]furan-3-yl)oxy)acetic acid ethyl ester C(C)OC(CO[C@H]1[C@@H]2[C@H](OC1)[C@@H](CO2)OC)=O